4-(4-Methoxyphenyl)-4-oxobutanal COC1=CC=C(C=C1)C(CCC=O)=O